CN1CC2CCCC(C1)N2C 3,9-dimethyl-3,9-diazabicyclo[3.3.1]nonane